SCC(CC(=O)OCC(C)OC(CC(CS)C)=O)C 1,2-propanediol bis(4-mercaptoisovalerate)